CC1=C(C(=CC(=C1)C=1N=NN(N1)C)C)C1=C2CCCC2=C(C=C1)F (R)-4-[2,6-dimethyl-4-(2-methyl-2H-tetrazol-5-yl)-phenyl]-7-fluoro-indan